(2S,4R)-1-acetyl-4-fluoro-N-[(S) or (R)-[6-fluoro-5-(propan-2-yl)pyridin-2-yl](1-methyl-1H-indazol-6-yl)methyl]pyrrolidine-2-carboxamide C(C)(=O)N1[C@@H](C[C@H](C1)F)C(=O)N[C@@H](C1=CC=C2C=NN(C2=C1)C)C1=NC(=C(C=C1)C(C)C)F |o1:12|